CC([O-])C.C(C)[Al+]CC diethylaluminum iso-propoxide